trans-3-((5-(trifluoromethyl)pyridin-3-yl)oxy)cyclobutan-1-amine hydrochloride Cl.FC(C=1C=C(C=NC1)O[C@@H]1C[C@H](C1)N)(F)F